chloro-2-(6-ethoxypyridin-2-yl)-1-(2-methoxy-6-(trifluoromethyl)phenyl)-1H-imidazo[4,5-B]pyrazine ClC=1N=C2C(=NC1)N(C(=N2)C2=NC(=CC=C2)OCC)C2=C(C=CC=C2C(F)(F)F)OC